BrC=1C=C2C3=C(N(C2=C(C1)C=1C=NN(C1)C)CC)C(=NC(=C3)CC)C 6-Bromo-3,9-diethyl-1-methyl-8-(1-methyl-1H-pyrazol-4-yl)-9H-pyrido[3,4-b]indole